COC(=O)C=1C(=NC=C(C1)Br)OC1=C(C(=C(C=C1)F)F)OC 5-bromo-2-(3,4-difluoro-2-methoxy-phenoxy)pyridine-3-carboxylic acid methyl ester